FC1=C(OC2=C(C=CC=C2)C2=C(C=CC(=C2)OC)S(=O)(=O)N)C=CC(=C1)F (2-(2,4-difluorophenoxy)phenyl)-4-methoxybenzenesulfonamide